N-(6-chloro-1,3-benzothiazol-2-yl)-3-methylcyclohexane-1-carboxamide ClC1=CC2=C(N=C(S2)NC(=O)C2CC(CCC2)C)C=C1